FC1=C(C=CC(=C1)F)C1=C2C=C(C(=NC2=CC(=N1)C1CC(OCC1)C1=CC(=NC=C1)C)C)C 5-(2,4-difluorophenyl)-2,3-dimethyl-7-(2-(2-methylpyridin-4-yl)tetrahydro-2H-pyran-4-yl)-1,6-naphthyridine